NCC[Si](OC)(OC)OC (2-Aminoethyl)trimethoxysilane